C(CC)OC1=C(C=CC=C1)NS(=O)(=O)C1=CC=C(C=C1)CNC(=O)C1=CC=2C=NC=CC2N1 N-({4-[(2-propoxyphenyl)sulfamoyl]phenyl}methyl)-1H-pyrrolo[3,2-c]pyridine-2-carboxamide